1-(3',5'-di-tert-butyl-5-(2-methoxy-1-nitroethyl)-[1,1'-biphenyl]-3-yl)-2-methoxyethan-1-amine C(C)(C)(C)C=1C=C(C=C(C1)C(C)(C)C)C1=CC(=CC(=C1)C(COC)[N+](=O)[O-])C(COC)N